ClC=1C=C(C=C(C1OC1=NN(C(C(=C1)C(C)C)=O)C)Cl)C1=NOC(N1)=O 3-(3,5-dichloro-4-((5-isopropyl-1-methyl-6-oxo-1,6-dihydropyridazin-3-yl)oxy)phenyl)-1,2,4-oxadiazol-5(4H)-one